ClC=1C=CC2=C([C@](C(CCN2C(=O)C=2C=CC(=NC2)NC(=O)C=2C(=CC=CC2)C2=CC=CC=C2)(F)F)(CO)O)C1 N-{5-[(5R)-7-chloro-4,4-difluoro-5-hydroxy-5-(hydroxymethyl)-2,3,4,5-tetrahydro-1H-1-benzazepin-1-carbonyl]pyridin-2-yl}-[1,1'-biphenyl]-2-carboxamide